FC1=C(C(=O)O)C(=CC=C1C(F)(F)F)OC1=CC=C(C=C1)C(F)(F)F 2-fluoro-3-(trifluoromethyl)-6-(4-(trifluoromethyl)phenoxy)benzoic acid